O.S(=O)(=O)([O-])[O-].[Pd+2] palladium(II) sulfate hydrate